3-Tert-Butyl-2,5,8,11,14,17-Hexaoxabicyclo[16.4.0]Docosa-1(22),18,20-Triene C(C)(C)(C)C1OC2=CC=CC=C2OCCOCCOCCOCCOC1